NC1=C2N=CN(C2=NC(=N1)Cl)[C@@H]1O[C@@H]([C@H]([C@H]1O)O)CO (2r,3r,4s,5r)-2-(6-amino-2-chloro-9H-purin-9-yl)-5-(hydroxymethyl)tetrahydrofuran-3,4-diol